bromopyrazine-2-carbohydrazide BrC=1C(=NC=CN1)C(=O)NN